2-(3-bromophenyl)-5-chloro-6-fluorobenzofuran BrC=1C=C(C=CC1)C=1OC2=C(C1)C=C(C(=C2)F)Cl